C1(CC1)NC(C1=C(C=C(C=C1OC)C1=CN=C2N1C=CC(=C2)C=2N=NC(=CC2)OC)C(F)F)=O N-cyclopropyl-2-(difluoromethyl)-6-methoxy-4-[7-(6-methoxypyridazin-3-yl)imidazo[1,2-a]pyridin-3-yl]benzamide